C1=C(N(N=N1)N)N 3,4-diaminotriazole